FC=1C=C2CCC(C2=CC1)C1=NOC(=N1)[C@H]1C([C@@H]1C1=CC=C(C=C1)S(=O)(=O)N)(C)C 4-{(1R,3R)-3-[3-(5-fluoro-2,3-dihydro-1H-inden-1-yl)-1,2,4-oxadiazol-5-yl]-2,2-dimethylcyclopropyl}benzenesulfonamide